ClC=1N=C(C=2C=CC=NC2C1)NC 7-chloro-N-methyl-1,6-naphthyridin-5-amine